C(C1=CC=CC=C1)OCC[C@@H](CCC)O |o1:10| (R or S)-1-(benzyloxy)hexan-3-ol